(S)-2-(4-(3-chloro-4-((3,5-difluoropyridin-2-yl)methoxy)-5',6-dimethyl-2-oxo-2H-[1,4'-bipyridine]-2'-yl)thiazol-2-yl)-2-methylpropionamide ClC=1C(N(C(=CC1OCC1=NC=C(C=C1F)F)C)C1=CC(=NC=C1C)C=1N=C(SC1)C(C(=O)N)(C)C)=O